C(C)(C)(C)OC(CCCCCS(=O)(=O)NC(=O)C1=C(C=CC(=N1)N1CC2=C(C=CC=C2CC1)C(=O)OC)C=1C=NN(C1C)CC1CCCCC1)=O Methyl 2-(6-(((6-(tert-butoxy)-6-oxohexyl)sulfonyl)carbamoyl)-5-(1-(cyclohexylmethyl)-5-methyl-1H-pyrazol-4-yl)pyridin-2-yl)-1,2,3,4-tetrahydroisoquinoline-8-carboxylate